Methyl 4-(4-((4-(((tert-butoxycarbonyl)amino)methyl)-4'-chloro-[1,1'-biphenyl]-2-yl)(hydroxy)methyl)piperidin-1-yl)benzoate C(C)(C)(C)OC(=O)NCC1=CC(=C(C=C1)C1=CC=C(C=C1)Cl)C(C1CCN(CC1)C1=CC=C(C(=O)OC)C=C1)O